4,6,7,8-tetrahydro-4-oxo-pyrrolo[1,2-A]Pyrimidine-6-carboxylic acid methyl ester COC(=O)C1CCC=2N1C(C=CN2)=O